C1=CC12CCC2 Spiro[2.3]Hex-1-Ene